methyl 4-(4-((1-(3-fluoropropyl) azetidin-3-yl) methyl) phenyl)-2H-thiochromene-7-carboxylate FCCCN1CC(C1)CC1=CC=C(C=C1)C1=CCSC2=CC(=CC=C12)C(=O)OC